O=C1NC(CCC1N1C(C2=CC=C(C=C2C1=O)CN(C)C1CCN(CC1)C1=CC=C(C=C1)[C@H]1[C@H](CCC2=CC(=CC=C12)O)C1=CC=CC=C1)=O)=O 2-(2,6-dioxopiperidin-3-yl)-5-(((1-(4-((1R,2S)-6-hydroxy-2-phenyl-1,2,3,4-tetrahydronaphthalen-1-yl)phenyl)piperidin-4-yl)(methyl)amino)methyl)isoindoline-1,3-dione